C1NCC12CN(CCC2)C2=CC1=C(N(C(N1C)=O)C1C(NC(CC1)=O)=O)C=C2 3-[5-(2,6-diazaspiro[3.5]nonan-6-yl)-3-methyl-2-oxo-benzimidazol-1-yl]piperidine-2,6-dione